4-bromo-2-((S)-3-carboxybutanoyl)-6-methoxy-3-methylisoindolin BrC1=C2C(N(CC2=CC(=C1)OC)C(C[C@H](C)C(=O)O)=O)C